C(C)OC(C(C(=O)O)(CCl)NC(=O)OC(C)(C)C)=O 2-((tert-butoxycarbonyl)amino)-2-(chloromethyl)-malonic acid monoethyl ester